(cyclopropanecarbonyl)-3,6-diazabicyclo[3.2.1]octane-3-carboxylate C1(CC1)C(=O)OC(=O)N1CC2CNC(C1)C2